COC(=O)C12CC(C1)(C2)OCNC([C@@H](NC([C@@H](NC(OCC2C1=CC=CC=C1C=1C=CC=CC21)=O)C(C)C)=O)CCCNC(=O)N)=O 3-(((5S,8S)-1-(9H-fluoren-9-yl)-5-isopropyl-3,6,9-trioxo-8-(3-ureidopropyl)-2-oxa-4,7,10-triazaundec-11-yl)oxy)bicyclo[1.1.1]pentane-1-carboxylic acid methyl ester